Diethyl ((3,5-dichloro-4-((6-chloro-5-isopropylpyridazin-3-yl) oxy) phenoxy) methyl) phosphate P(=O)(OCC)(OCC)OCOC1=CC(=C(C(=C1)Cl)OC=1N=NC(=C(C1)C(C)C)Cl)Cl